methyl 2-((S)-1-((R)-4-(6-((4-cyano-2-fluorobenzyl) oxy) pyridin-2-yl)-2-(hydroxymethyl) piperazin-1-yl) ethyl)-1-(((S)-oxetan-2-yl) methyl)-1H-benzo[d]imidazole-6-carboxylate C(#N)C1=CC(=C(COC2=CC=CC(=N2)N2C[C@@H](N(CC2)[C@@H](C)C2=NC3=C(N2C[C@H]2OCC2)C=C(C=C3)C(=O)OC)CO)C=C1)F